C(C)(C)(C)OC(=O)N1[C@@H](C[C@H](CC1)N)CC(=O)OC(C)(C)C (2s,4s)-4-amino-2-(2-(tert-butoxy)-2-oxoethyl)piperidine-1-carboxylic acid tert-butyl ester